[N-](S(=O)(=O)C(F)(F)F)S(=O)(=O)C(F)(F)F.C(C)CC=1NC(=C(N1)C)C monoethyl-trimethyl-imidazole bis(trifluoromethanesulfonyl)imide salt